O1C(CCC1)C(=O)OC1C(CCCC1)[Se]C1=CC=CC=C1 2-(phenylselanyl)cyclohexyl tetrahydrofuran-2-carboxylate